2-cyano-N-(3,4-difluoro-5-(6-(((3aR,5s,6aS)-2-((tetrahydro-2H-pyran-4-yl)methyl)octahydrocyclopenta[c]pyrrol-5-yl)amino)pyridazin-3-yl)phenyl)acetamide C(#N)CC(=O)NC1=CC(=C(C(=C1)C=1N=NC(=CC1)NC1C[C@@H]2[C@@H](CN(C2)CC2CCOCC2)C1)F)F